(1-oxo-4-(o-tolyl)-1,2-dihydroisoquinolin-7-yl)alanine O=C1NC=C(C2=CC=C(C=C12)N[C@@H](C)C(=O)O)C1=C(C=CC=C1)C